OC1COCC1 (+)-3-hydroxytetrahydrofuran